C(C(=C)C)(=O)OC1=CC=C(C=C1)C 4-methylphenyl methacrylate